ClCC(=O)N(C1=CC=C(C=C1)C1=CN=CO1)C(C(=O)NC1CCN(CC1)C)C=1C=NC=NC1 2-(N-(2-chloroacetyl)-4-oxazol-5-yl-anilino)-N-(1-methyl-4-piperidinyl)-2-pyrimidin-5-yl-acetamide